4-(3-((1R,5S,6r)-3-azabicyclo[3.1.0]hexan-6-yl)-1-cyclopropyl-7-fluoro-4-methoxy-1H-pyrazolo[4,3-c]pyridin-6-yl)-5-ethynyl-6-fluoronaphthalen-2-ol 2,2,2-trifluoroacetate FC(C(=O)O)(F)F.[C@H]12CNC[C@@H]2C1C1=NN(C2=C1C(=NC(=C2F)C2=CC(=CC1=CC=C(C(=C21)C#C)F)O)OC)C2CC2